(R)-1-(2-chloropyridin-3-yl)ethyl (4-(5-(2,2-difluorocyclobutane-1-carboxamido)pyridin-2-yl)-1-methyl-1H-1,2,3-triazol-5-yl)carbamate FC1(C(CC1)C(=O)NC=1C=CC(=NC1)C=1N=NN(C1NC(O[C@H](C)C=1C(=NC=CC1)Cl)=O)C)F